FC=1C=C(C2=C(CC[C@@H](C(N2)=O)NC(=O)C2=NN3C(CCC[C@@H]3C(F)(F)F)=N2)C1)F (5R)-N-[(3S)-7,9-difluoro-2-oxo-1,3,4,5-tetrahydro-1-benzazepin-3-yl]-5-(trifluoromethyl)-5,6,7,8-tetrahydro-[1,2,4]triazolo[1,5-a]pyridine-2-carboxamide